4-hydroxy-1lambda6-thiacyclohexane-1,1-dione OC1CCS(CC1)(=O)=O